C(CCCCCCCCC)(=O)OCC(OC(CCCCCCCCC)=O)COC(CCCCCCCCC)=O 1,2,3-tridecanoyl-glycerol